4-methyl-1-[2-[4-[5-(trifluoromethyl)-1,2,4-oxadiazol-3-yl]phenyl]ethyl]pyridin-2-one CC1=CC(N(C=C1)CCC1=CC=C(C=C1)C1=NOC(=N1)C(F)(F)F)=O